C(=O)(O)[C@@H](CC=1N=CNC1)NC([C@@H](C)NC(C(C(=O)O)C)=O)=O 3-(((R)-1-(((R)-1-carboxy-2-(1H-imidazol-4-yl)ethyl)amino)-1-oxopropan-2-yl)amino)-2-methyl-3-oxopropanoic acid